5-(Imidazo[1,2-a]pyrimidin-6-yl)-N-(2-isobutyl-2-azaspiro[3.3]heptan-6-yl)pyrrolo[2,1-f][1,2,4]triazin-2-amine N=1C=CN2C1N=CC(=C2)C=2C=CN1N=C(N=CC12)NC1CC2(CN(C2)CC(C)C)C1